ClC1=C(C(=CC=2C(N3[C@@H](COC21)CNCC3)=O)F)C3=C(C=CC=C3O)F (12AR)-10-chloro-8-fluoro-9-(2-fluoro-6-hydroxyphenyl)-1,2,3,4,12,12a-hexahydro-6H-pyrazino[2,1-c][1,4]benzoxazepin-6-one